6-((5-((3S,4S)-4-amino-3-methyl-2-oxa-8-azaspiro[4.5]decan-8-yl)pyrazin-2-yl)thio)-5-chloro-3-(2-oxopropyl)quinazolin-4(3H)-one N[C@@H]1[C@@H](OCC12CCN(CC2)C=2N=CC(=NC2)SC=2C(=C1C(N(C=NC1=CC2)CC(C)=O)=O)Cl)C